racemic-(E)-3-((3-butyl-5-(4-fluorophenyl)-7-(methylthio)-1,1-dioxido-2,3,4,5-tetrahydro-1,5-benzothiazepine-8-yl)oxy)acrylic acid C(CCC)C1CS(C2=C(N(C1)C1=CC=C(C=C1)F)C=C(C(=C2)O/C=C/C(=O)O)SC)(=O)=O